4-benzyl 1-tert-butyl (2S)-2-({[3-bromo-6-(methoxycarbonyl)pyridin-2-yl]oxy}methyl)piperazine-1,4-dicarboxylate BrC=1C(=NC(=CC1)C(=O)OC)OC[C@H]1N(CCN(C1)C(=O)OCC1=CC=CC=C1)C(=O)OC(C)(C)C